ethyl 2-((9-methyl-9H-carbazol-2-yl)oxy)acetate CN1C2=CC=CC=C2C=2C=CC(=CC12)OCC(=O)OCC